ClC1=CC=C(C=C1)NC(CN1N=NC(=C1)C(=O)OCC)=O ethyl 1-(2-((4-chlorophenyl)amino)-2-oxoethyl)-1H-1,2,3-triazole-4-carboxylate